C[C@](N)(CCCCN)C(=O)O α-methyl-L-lysine